FC1=CC=C(C(=O)NC(C)C2=NC=3CCCN(C3C=C2)C2=NC(=CC=C2)C(F)(F)F)C=C1 4-fluoro-N-(1-(5-(6-(trifluoromethyl)pyridin-2-yl)-5,6,7,8-tetrahydro-1,5-naphthyridin-2-yl)ethyl)benzamide